ClC=1C(=C(C=CC1)NC=1C(=NN2C1C(NC[C@H]2CN(C)C)=O)C2=CC=NC=C2)OC (7S)-3-[(3-chloro-2-methoxyphenyl)amino]-7-[(dimethylamino)methyl]-2-(pyridin-4-yl)-5H,6H,7H-pyrazolo[1,5-a]pyrazin-4-one